(S)-4-(3-(4-Amino-2-methylpyrido[3,2-d]pyrimidin-6-yl)phenyl)-2-(4-methylthiazol-2-yl)but-3-yn-2-ol NC=1C2=C(N=C(N1)C)C=CC(=N2)C=2C=C(C=CC2)C#C[C@](C)(O)C=2SC=C(N2)C